ClC1=C(CB(O)O)C=CC(=C1)Cl 2,4-dichlorobenzylboronic acid